C(C)(C)(C)OC(NC(C)(C)C(N[C@@H](C(=O)N1CC2(C(CC1)=NN(C2=O)C(C)(C)C)CC2=CC=CC=C2)COCC2=CC=CC=C2)=O)=O N-(1-{[(2R)-1-{3a-benzyl-2-tert-butyl-3-oxo-4H,6H,7H-pyrazolo[4,3-c]pyridin-5-yl}-3-(benzyloxy)-1-oxopropan-2-yl]carbamoyl}-1-methylethyl)carbamic acid tert-butyl ester